C(C=C)OC1=CC=C(C=C1)S(=O)(=O)C1=CC=C(C=C1)O 4-[4-(2-propenyloxy)phenyl]sulfonylphenol